(S)-cyclopropyl(5-(4-(4-methylpyrazolo[1,5-a]pyridin-2-yl)-1,4,6,7-tetrahydro-5H-imidazo[4,5-c]pyridin-5-yl)pyrazin-2-yl)methanone C1(CC1)C(=O)C1=NC=C(N=C1)N1[C@@H](C2=C(CC1)NC=N2)C2=NN1C(C(=CC=C1)C)=C2